5-(4-fluorophenyl)-1-phenyl-3-difluoromethyl-1H-pyrazole-4-carbonitrile FC1=CC=C(C=C1)C1=C(C(=NN1C1=CC=CC=C1)C(F)F)C#N